C1(=CC=C(C=C1)N(C1=CC=C(C=C1)C=1C=C(C=CC1)C=1C(=CC(=CC1C1=CC=CC=C1)C1=CC=CC=C1)C1=CC=CC=C1)C1=CC=C(C=C1)C1=CC2=CC=CC=C2C=C1)C1=CC=CC=C1 N-([1,1'-biphenyl]-4-yl)-N-(4-(naphthalene-2-yl)phenyl)-3',5'-diphenyl-[1,1':2',1'':3'',1'''-quaterphenyl]-4'''-amine